N(=[N+]=[N-])CCCCCCCCCCCCC1(C2=CC(=CC=C2C=2C=CC(=CC12)Br)Br)CCCCCCCCCCCCN=[N+]=[N-] 9,9-bis(12-azidododecyl)-2,7-dibromo-9h-Fluorene